BrC1=C(C(=O)O)C=CC(=C1)N1CCC2(CC(C2)N2C(CCC2)C2=C(C=CC=C2)C2CC2)CC1 2-bromo-4-[2-[2-(2-cyclopropylphenyl)pyrrolidin-1-yl]-7-azaspiro[3.5]nonan-7-yl]benzoic acid